1,1-dioxido-1,2-thiazinan O=S1(NCCCC1)=O